ClC1=C(OC2CC(CC2)C(=O)O)C=CC(=C1CC=1N(C2=CC(=CC(=C2C1)C)C(F)(F)F)C)Cl 3-(2,4-dichloro-3-((1,4-dimethyl-6-(trifluoromethyl)-1H-indol-2-yl)methyl)phenoxy)cyclopentanecarboxylic acid